1,2-distearoyloxy-N,N-dimethylaminopropane C(CCCCCCCCCCCCCCCCC)(=O)OC(C(C)OC(CCCCCCCCCCCCCCCCC)=O)N(C)C